n-octadecyl triacontanoate C(CCCCCCCCCCCCCCCCCCCCCCCCCCCCC)(=O)OCCCCCCCCCCCCCCCCCC